Hexyl (1R,2R)-1-((((((R)-1-(6-amino-9H-purin-9-yl)propan-2-yl)oxy)methyl)((1-(hexyloxy)-2-methyl-1-oxopropan-2-yl)amino)phosphoryl)amino)-2-ethylcyclopropane-1-carboxylate NC1=C2N=CN(C2=NC=N1)C[C@@H](C)OCP(=O)(NC(C(=O)OCCCCCC)(C)C)N[C@]1([C@@H](C1)CC)C(=O)OCCCCCC